N-(5-ethoxypyridin-2-yl)azetidine-3-carboxamide trifluoroacetate FC(C(=O)O)(F)F.C(C)OC=1C=CC(=NC1)NC(=O)C1CNC1